NC/C(/CN1C=C(C=C1)C(=O)OC)=C\F Methyl (E)-1-(2-aminomethyl-3-fluoroallyl)-1H-pyrrole-3-carboxylate